O1CC(CC2=CC=CC=C12)C(=O)C1=NN(C2=CC(=CC=C12)C=1C=NN(C1)C(=O)OC(C)(C)C)CCOC tert-butyl 4-[3-(chromane-3-carbonyl)-1-(2-methoxyethyl)indazol-6-yl]pyrazole-1-carboxylate